BrC=1C=C(C=NC1)SC1=CC=C(C(=O)OC)C=C1 methyl 4-[(5-bromo-3-pyridyl)sulfanyl]benzoate